2-((3-bromo-2-chlorophenyl)amino)-3-methylisonicotinaldehyde BrC=1C(=C(C=CC1)NC=1C(=C(C=O)C=CN1)C)Cl